(S)-N-(4-(1,4-Oxazepan-2-yl)-phenyl)-3-chloro-benzamid O1[C@H](CNCCC1)C1=CC=C(C=C1)NC(C1=CC(=CC=C1)Cl)=O